tert-butyl N-{[5-(2-fluorophenyl)-1-{3-[4-(methoxymethyl)-1H-pyrazol-1-yl] benzenesulfonyl}-1H-pyrrol-3-yl] methyl}-N-methylcarbamate FC1=C(C=CC=C1)C1=CC(=CN1S(=O)(=O)C1=CC(=CC=C1)N1N=CC(=C1)COC)CN(C(OC(C)(C)C)=O)C